C(CC1=CC=CC=C1)NC(=O)C1=C(N=NC(=C1)Cl)Cl 3,6-dichloro-pyridazine-4-carboxylic acid phenethylamide